BrC=1C=CC(=C(C=CC(C)=O)C1)O 5-bromo-o-hydroxybenzylideneacetone